CC(CC=O)CCC=C(CCC=C(C)C)C 3,7,11-trimethyldodeca-6,10-dienal